C1(CC1)C[C@@H](C(=O)OCC1=C(C=CC=C1)Cl)NC(C[C@H]1N(C(CC1)=O)CC1=C(C(=CC=C1)F)F)=O 2-Chlorobenzyl (S)-3-cyclopropyl-2-(2-((S)-1-(2,3-difluorobenzyl)-5-oxopyrrolidin-2-yl)acetamido)propanoate